N1(CCCCC1)C(=O)OCOCC1CCC(CC1)NC(=O)OC(C)(C)C ((((1r,4r)-4-((tert-butoxycarbonyl) amino) cyclohexyl) methoxy) methyl) piperidine-1-carboxylate